(2-(oct-3-yloxy)vinyl)benzene CCC(CCCCC)OC=CC1=CC=CC=C1